1,4-bis(diphenylphosphanyl)butane cobalt dichloride [Co](Cl)Cl.C1(=CC=CC=C1)P(CCCCP(C1=CC=CC=C1)C1=CC=CC=C1)C1=CC=CC=C1